FC1=C(C=CC(=C1)F)C1=C2C(=NC(=C1)C(=O)N)O[C@@H]([C@H](C2)C)CO (2S,3S)-5-(2,4-difluorophenyl)-2-(hydroxymethyl)-3-methyl-3,4-dihydro-2H-pyrano[2,3-b]Pyridine-7-carboxamide